N(=[N+]=[N-])CC1=CC=C(O1)C=1OC(=NN1)C(F)F 2-[5-(azidomethyl)furan-2-yl]-5-(difluoromethyl)-1,3,4-oxadiazole